ClC1=C(OCC2C(CN(CC2)C(=O)N2C[C@@H]3[C@@H](OCC(N3)=O)CC2)C)C=CC(=C1)F (4aR,8aS)-6-(4-((2-chloro-4-fluorophenoxy)methyl)-3-methylpiperidine-1-carbonyl)hexahydro-2H-pyrido[4,3-b][1,4]oxazin-3(4H)-one